NC1=NC=NN2C1=C(C=C2C=2C=CC(=C(C(=O)N[C@@H]1CN(C[C@@H]1F)C(C1=C(C=CC=C1)F)=O)C2)CF)C(F)(F)F 5-[4-amino-5-(trifluoromethyl)pyrrolo[2,1-f][1,2,4]triazin-7-yl]-N-[(3R,4S)-4-fluoro-1-(2-fluorobenzoyl)pyrrolidin-3-yl]-2-(fluoromethyl)benzamide